C(#N)C1=CC(=C(C=N1)C1=CC=C(C=N1)CCNC(OC(C)(C)C)=O)OC=1N(N=C(C1)C1=CC=CC=C1)C tert-Butyl N-[2-[6-[6-cyano-4-(2-methyl-5-phenylpyrazol-3-yl)oxypyridin-3-yl]pyridin-3-yl]ethyl]carbamate